(Sa)-6-(1-(4-(tert-butyl)benzyl)-4-fluoro-1H-indole-7-carboxamido)spiro[3.3]heptane C(C)(C)(C)C1=CC=C(CN2C=CC3=C(C=CC(=C23)C(=O)NC2CC3(CCC3)C2)F)C=C1